5-chloro-6-(4-(methoxymethyl)-2H-1,2,3-triazol-2-yl)pyridin-3-amine ClC=1C=C(C=NC1N1N=CC(=N1)COC)N